2,7-diazaspiro[3.5]nonane-7-carboxylic acid tert-butyl ester HCl Cl.C(C)(C)(C)OC(=O)N1CCC2(CNC2)CC1